(2R,3R,3aS,6S,6aR)-6-((2-amino-3-fluoroquinolin-7-yl)oxy)-2-(4-amino-5-methyl-7H-pyrrolo[2,3-d]pyrimidin-7-yl)hexahydro-3aH-cyclopenta[b]furan-3,3a-diol NC1=NC2=CC(=CC=C2C=C1F)O[C@H]1CC[C@]2([C@@H]1O[C@H]([C@@H]2O)N2C=C(C1=C2N=CN=C1N)C)O